C(CCC)C1C(=NN(C1(C(=O)NCCCCCO)C)C1=CC=CC=C1)C1=CC=C(C=C1)F 4-butyl-3-(4-fluorophenyl)-N-(5-hydroxypentyl)-5-methyl-1-phenyl-4,5-dihydro-1H-pyrazole-5-carboxamide